FC=1C=C(C=CC1)[C@H]1OC1 (R)-2-(3-fluorophenyl)oxirane